3-(2-fluoro-4-methoxy-5-((3-methoxyquinolin-8-yl)methoxy)phenyl)-2,4-dioxo-1H-thieno[3,4-d]pyrimidine-5-carboxylic acid FC1=C(C=C(C(=C1)OC)OCC=1C=CC=C2C=C(C=NC12)OC)N1C(NC=2C(C1=O)=C(SC2)C(=O)O)=O